CC1=C(OC2=CC(=NN2CC)C(F)(F)F)C=C(C(=C1)[N+](=O)[O-])C 5-(2,5-Dimethyl-4-nitrophenoxy)-1-ethyl-3-trifluoromethyl-1H-pyrazole